p-ethynyl-aniline C(#C)C1=CC=C(N)C=C1